C[C@H]1C(=C(N2[C@H]1[C@H](C2=O)[C@@H](C)O)C(=O)[O-])C=2C=C(C=1C(C3=CC(=CC=C3C1C2)[N+]21CC[N+](CC2)(CC1)CC(=O)N)=O)C (1S,5R,6S)-1-methyl-2-{7-[4-(aminocarbonylmethyl)-1,4-diazoniabicyclo(2.2.2)octan-1-yl]-methyl-fluoren-9-on-3-yl}-6-(1R-hydroxyethyl)-carbapen-2-em-3-carboxylate